2,7-dioctyl-[1]-benzothieno[3,2-b][1]benzothiophene C(CCCCCCC)C1=CC2=C(C=C1)C=1SC3=C(C1S2)C=CC(=C3)CCCCCCCC